OC1=CC(=C(C(=O)O)C=C1)CCCCCC1=C(C(=O)O)C=CC(=C1)O pentamethylenebis(4-hydroxybenzoic acid)